COC(CNC(=O)C1=NC=C(C=C1OCC1=CC=CC=C1)C1=CCN(CC1)S(=O)(=O)C1=CC=C(C=C1)Cl)=O (5-(1-((4-chlorophenyl)sulfonyl)-1,2,5,6-tetrahydropyridin-4-yl)-3-benzyloxy-pyridine-2-carbonyl)glycine methyl ester